IC1=CC=C(C=C1)NC1CNC1 N-(4-iodophenyl)azetidin-3-amine